COC([C@H](CC)N(C([C@@H](C)NC(=O)OC(C)(C)C)=O)CC1=CC=CC=C1)=O (S)-2-((R)-N-benzyl-2-((tert-butoxycarbonyl)amino)propanamido)butanoic acid methyl ester